(2R)-2-amino-3-cyclohexyl-N-(2,6-piperazinedione-3-yl)propanamide hydrochloride Cl.N[C@@H](C(=O)NC1C(NC(CN1)=O)=O)CC1CCCCC1